(±)-(1R,2S,3R,4R,5S,6S)-7-(hex-5-yn-1-yl)-7-azabicyclo[4.1.0]heptane-2,3,4,5-tetraol C(CCCC#C)N1[C@@H]2[C@@H]([C@H]([C@@H]([C@H]([C@H]12)O)O)O)O |r|